7-[(8aS)-8a-methyl-1,3,4,6,7,8-hexahydropyrrolo[1,2-a]pyrazin-2-yl]-2-(2-methylimidazo[1,2-b]pyridazin-6-yl)pyrido[1,2-a]pyrimidin-4-one C[C@@]12N(CCN(C1)C=1C=CC=3N(C(C=C(N3)C=3C=CC=4N(N3)C=C(N4)C)=O)C1)CCC2